C1(=CC=CC=C1)C(C(=O)OC(C(C(C)OC(C1=CC=CC=C1)=O)CCCC)C)=O 3-butyl-2,4-pentanediol benzoate phenylglyoxylate